4-(4-(benzo[d]thiazol-2-ylcarbamoyl)-3,5-difluorobenzylidene)-N-phenylpiperidine-1-carboxamide S1C(=NC2=C1C=CC=C2)NC(=O)C2=C(C=C(C=C1CCN(CC1)C(=O)NC1=CC=CC=C1)C=C2F)F